2-([1,1'-biphenyl]-3-yl-2',3',4',5',6'-d5)-4,4,5,5-tetramethyl-1,3,2-dioxaborolane C1(=CC(=CC=C1)B1OC(C(O1)(C)C)(C)C)C1=C(C(=C(C(=C1[2H])[2H])[2H])[2H])[2H]